4-Benzyl-8-pyrrolidin-1-yl-1,2,3,4a,5,7,8,8a-octahydropyrano[3,4-b]pyrazine C(C1=CC=CC=C1)N1C2C(NCC1)C(COC2)N2CCCC2